tert-butyl (R)-2-((4-(9-benzyl-6-(1-methylcyclopropoxy)-9H-purin-8-yl)-3-chlorophenoxy)methyl)pyrrolidine-1-carboxylate C(C1=CC=CC=C1)N1C2=NC=NC(=C2N=C1C1=C(C=C(OC[C@@H]2N(CCC2)C(=O)OC(C)(C)C)C=C1)Cl)OC1(CC1)C